5-(3,4-difluorophenyl)-2-methyl-[1,2,4]triazolo[1,5-c]pyrimidin-7-amine FC=1C=C(C=CC1F)C1=NC(=CC=2N1N=C(N2)C)N